C(#N)C1=CC(=C(C=C1)C1C(=C(NC2=C(C=NC(=C12)OCC)C)C)C(=O)O)OC 4-(4-cyano-2-methoxyphenyl)-5-ethoxy-2,8-di-methyl-1,4-dihydro-1,6-naphthyridine-3-carboxylic acid